1,1,1,4,4,4-hexafluorobutene Methyl-(3R)-3-(dibenzylamino)-1-methylcyclopentane-1-carboxylate COC(=O)C1(C[C@@H](CC1)N(CC1=CC=CC=C1)CC1=CC=CC=C1)C.FC(C=CC(F)(F)F)(F)F